(3S)-1-(5-(4-cyclopropyl-3-fluorophenyl)-2,3-dihydro-1H-inden-1-yl)pyrrolidine-3-carboxylic acid C1(CC1)C1=C(C=C(C=C1)C=1C=C2CCC(C2=CC1)N1C[C@H](CC1)C(=O)O)F